(2-(7-methyl-2,3-dihydro-4H-pyrido[3,2-b][1,4]oxazin-4-yl)-1,6-naphthyridin-7-yl)methanamine CC1=CC=2OCCN(C2N=C1)C1=NC2=CC(=NC=C2C=C1)CN